((1s,4s)-4-hydroxy-4-methylcyclohexyl)-2-(1H-imidazol-1-yl)pyrimidine-4-carboxamide OC1(CCC(CC1)C=1C(=NC(=NC1)N1C=NC=C1)C(=O)N)C